ClC=1C(=CC=C2N=CC(=NC12)C=1C=NN(C1)C1CC(C1)O)OC=1C=CC2=C(N(C(=N2)C)COCC[Si](C)(C)C)C1F 3-(4-(8-chloro-7-((7-fluoro-2-methyl-1-((2-(trimethylsilyl)ethoxy)methyl)-1H-benzo[d]imidazol-6-yl)oxy)quinoxalin-2-yl)-1H-pyrazol-1-yl)cyclobutanol